5-(3,3-difluoropyrrolidine-1-carbonyl)-4-(2-((6,6-dimethyl-2,4-dioxo-3-azabicyclo[3.1.0]hexan-3-yl)methyl)thieno[3,2-b]pyridin-7-yl)-6-methylpicolinonitrile 2,2,2-trifluoroacetate FC(C(=O)O)(F)F.FC1(CN(CC1)C(=O)C=1C(=CC(=NC1C)C#N)C1=C2C(=NC=C1)C=C(S2)CN2C(C1C(C1C2=O)(C)C)=O)F